N[C@H]([C@@H]1C[C@H](N(CC1)C([C@@H](CO)O)=O)C)C1=C(C=C(C(=C1)Cl)Cl)O (2R)-1-[(2R,4S)-4-[(R)-amino(4,5-dichloro-2-hydroxyphenyl)methyl]-2-methylpiperidin-1-yl]-2,3-dihydroxypropan-1-one